Tert-Butyl 3-[4-[3-(trifluoromethyl)pyrrolidin-1-yl]phenyl]azetidine-1-carboxylate FC(C1CN(CC1)C1=CC=C(C=C1)C1CN(C1)C(=O)OC(C)(C)C)(F)F